C1(CCCC1)N1C(=CC2=C1N=C(N=C2)NC2=CC=C(C=C2)C(NCCCNC(COC2=C1C(N(C(C1=CC=C2)=O)C2C(NC(CC2)=O)=O)=O)=O)=O)C(=O)N(C)C 7-cyclopentyl-2-((4-((3-(2-((2-(2,6-dioxopiperidin-3-yl)-1,3-dioxoisoindolin-4-yl)oxy)acetamido)propyl)carbamoyl)phenyl)amino)-N,N-dimethyl-7H-pyrrolo[2,3-d]pyrimidine-6-carboxamide